1-tert-butyl O4-(1,3-dioxoisoindolin-2-yl) 4-fluoropiperidine-1,4-dicarboxylate FC1(CCN(CC1)C(=O)OC(C)(C)C)C(=O)ON1C(C2=CC=CC=C2C1=O)=O